6-(7-fluoro-2-((3S,4S)-3-fluoropiperidin-4-yl)-2H-indazol-5-yl)-2,8-dimethylimidazo[1,2-b]pyridazine FC1=CC(=CC2=CN(N=C12)[C@@H]1[C@H](CNCC1)F)C=1C=C(C=2N(N1)C=C(N2)C)C